benzyl (S)-(2-amino-3-(hexylamino)-3-oxopropyl)carbamate N[C@@H](CNC(OCC1=CC=CC=C1)=O)C(=O)NCCCCCC